BrCC(=O)C=1N=C(OC1)C(C)(C)C 2-bromo-1-(2-tert-butyl-oxazol-4-yl)ethanone